2-{3-[(2R,6S)-2,6-dimethylmorpholine-4-carbonyl]-5,6-dihydrocyclopenta[c]pyrazol-1(4H)-yl}-1-[4-(2,3,5-trifluorophenyl)piperidin-1-yl]ethan-1-one C[C@@H]1CN(C[C@@H](O1)C)C(=O)C=1C2=C(N(N1)CC(=O)N1CCC(CC1)C1=C(C(=CC(=C1)F)F)F)CCC2